2-methyl-2-propyl-1,3-propanediol diacrylate Acrylate C(C=C)(=O)O.C(C=C)(=O)O.C(C=C)(=O)O.CC(CO)(CO)CCC